C(C1=CC=CC=C1)OC(=O)N1[C@H]([C@H](CCC1)CCCN(C)C)C(=O)N1[C@@H](CN(CC1)C(=O)OC(C)(C)C)C(=O)OC 1-(tert-butyl) 3-methyl (S)-4-((2R,3S)-1-((benzyloxy)carbonyl)-3-(3-(dimethylamino)propyl)piperidine-2-carbonyl)piperazine-1,3-dicarboxylate